5-(8-fluoro-7-(8-fluoronaphthalen-1-yl)-2-((hexahydro-1H-pyrrolizin-7a-yl)methoxy)pyrido[4,3-d]pyrimidin-4-yl)-1,5-diazacyclooctan-2-one FC1=C(N=CC2=C1N=C(N=C2N2CCC(NCCC2)=O)OCC21CCCN1CCC2)C2=CC=CC1=CC=CC(=C21)F